(1R,3R)-5-(2-((1R,3aS,7aR,E)-1-((R)-4-(3-(2,2-difluoroethyl)azetidin-1-yl)butan-2-yl)-7a-methyl-octahydro-4H-inden-4-ylidene)ethylidene)cyclohexane-1,3-diol FC(CC1CN(C1)CC[C@@H](C)[C@H]1CC[C@H]2\C(\CCC[C@]12C)=C\C=C1C[C@H](C[C@@H](C1)O)O)F